CC(=O)O[C@@H]1[C@H](O[C@H]([C@@H]([C@H]1OC(=O)C)OC(=O)C)OC(=O)C)CO 1,2,3,4-tetra-o-acetyl-β-D-glucopyranose